N1C(C2(C=3C1=NC=CC3)CCC2)=O Spiro[cyclobutane-1,3'-pyrrolo[2,3-b]pyridin]-2'(1'H)-one